C(#N)C1(CCN(CC1)C(=O)OC(C)(C)C)CC1CC(C1)(F)F tert-butyl 4-cyano-4-((3,3-difluorocyclobutyl)methyl)piperidine-1-carboxylate